methylimidazole naphthoate C1(=CC=CC2=CC=CC=C12)C(=O)O.CC=1NC=CN1